FC(CC(C1=CC=C(C=C1)F)N1N=CC(=C1)C1=CN=CC(=N1)C1=CC=2N(C=C1)N=C(N2)N)F 7-(6-(1-(3,3-difluoro-1-(4-fluorophenyl)propyl)-1H-pyrazol-4-yl)pyrazin-2-yl)-[1,2,4]triazolo[1,5-a]pyridin-2-amine